copper cis-vaccenate C(CCCCCCCCC\C=C/CCCCCC)(=O)[O-].[Cu+2].C(CCCCCCCCC\C=C/CCCCCC)(=O)[O-]